N-(9-oxo-1,2,3,3a-tetrahydro-9H-benzo[e]pyrrolo[2,1-b][1,3]oxazin-7-yl)acetamide O=C1N2C(OC3=C1C=C(C=C3)NC(C)=O)CCC2